1,4-bis((4-fluorophenyl)sulfonyl)-3-methyl-5-phenyl-1H-pyrazole FC1=CC=C(C=C1)S(=O)(=O)N1N=C(C(=C1C1=CC=CC=C1)S(=O)(=O)C1=CC=C(C=C1)F)C